1,1,2,2-tetrachloro-ethane ClC(C(Cl)Cl)Cl